2-(4-Fluorophenyl)-N-{4-[5-methyl-4-oxo-3-(3,4,5-trifluorophenyl)-4,5-dihydro-1H-pyrrolo[3,2-c]pyridin-2-yl]pyridin-2-yl}propanamid FC1=CC=C(C=C1)C(C(=O)NC1=NC=CC(=C1)C1=C(C=2C(N(C=CC2N1)C)=O)C1=CC(=C(C(=C1)F)F)F)C